2-[(2-tert-butoxyacetyl)-(2,6-difluoro-4-pyridinyl)amino]-N-(2,2-dimethylcyclobutyl)-5-methyl-thiazole-4-carboxamide C(C)(C)(C)OCC(=O)N(C=1SC(=C(N1)C(=O)NC1C(CC1)(C)C)C)C1=CC(=NC(=C1)F)F